N-(4-(hydroxyamino)-4-oxobutyl)piperidine-3-carboxamide ONC(CCCNC(=O)C1CNCCC1)=O